COC(=O)C=1C=C2CN(C(C2=CC1)=O)C1=CC2=C(NC(N2)=O)C=C1 1-oxo-2-(2-oxo-1,3-dihydro-benzimidazol-5-yl)isoindoline-5-carboxylic acid methyl ester